3-[5-(2-hydroxypropoxy)-6-methylpyrazin-2-yl]-1H-indole-7-carbonitrile OC(COC=1N=CC(=NC1C)C1=CNC2=C(C=CC=C12)C#N)C